Methyl (2R)-2-(tert-butoxycarbonylamino)propanoate C(C)(C)(C)OC(=O)N[C@@H](C(=O)OC)C